tert-butyl (7-(((5-cyclopropyl-1,2,4-oxadiazol-3-yl)methyl)-amino)-1-(4-(hydroxymethyl)-2-methoxybenzyl)-1H-pyrazolo[4,3-d]pyrimidin-5-yl)carbamate C1(CC1)C1=NC(=NO1)CNC=1C2=C(N=C(N1)NC(OC(C)(C)C)=O)C=NN2CC2=C(C=C(C=C2)CO)OC